(cyclopropylmethyl)-4-(4-(6-hydroxy-3,4-dihydroquinolin-1(2H)-yl)pyrimidin-2-ylamino)benzenesulfonamide C1(CC1)CC1=C(C=CC(=C1)NC1=NC=CC(=N1)N1CCCC2=CC(=CC=C12)O)S(=O)(=O)N